C12(CC3CC(CC(C1)C3)C2)P(C2=NC3=CC=CC=C3N=C2P(C(C)(C)C)C(C)(C)C)C 2-[(1S)-(1-adamantyl)(methyl)phosphino]-3-(di-t-butylphosphino)quinoxaline